CCCCCCCCCCCCCCCCCCC(=O)SCCNC(=O)CCNC(=O)[C@@H](C(C)(C)COP(=O)([O-])OP(=O)([O-])OC[C@@H]1[C@H]([C@H]([C@@H](O1)N2C=NC3=C(N=CN=C32)N)O)OP(=O)([O-])[O-])O The molecule is an acyl-CoA(4-) arising from deprotonation of the phosphate and diphosphate functions of nonadecanoyl-CoA. It is a saturated fatty acyl-CoA(4-) and a long-chain fatty acyl-CoA(4-). It is a conjugate base of a nonadecanoyl-CoA.